Cl.ClC=1C=C(C=CC1OC(F)(F)F)C(N)C=1C=NN(C1)C(F)(F)F (3-chloro-4-(trifluoro-methoxy)phenyl)(1-(trifluoromethyl)-1H-pyrazol-4-yl)methanamine hydrochloride